FC=1C=C(C=C(C1)F)C=1C=C2C(=NN(C2=CC1)COCC[Si](C)(C)C)[Sn](C)(C)C 5-(3,5-difluorophenyl)-1-((2-(trimethylsilyl)ethoxy)methyl)-3-(trimethylstannyl)-1H-indazole